BrC1=NC(=CC2=C1OC(CO2)C)SC 5-bromo-3-methyl-7-(methylthio)-2,3-dihydro-[1,4]dioxino[2,3-c]pyridine